N1,N2-diphenethyl-oxalamide C(CC1=CC=CC=C1)NC(C(=O)NCCC1=CC=CC=C1)=O